7,7-dimethyl-7H-fluoreno[4,3-b]benzofuran CC1(C=2C=CC=CC2C2=C1C=CC1=C2OC2=C1C=CC=C2)C